[I-].C(C)N1C=C2C=C[N+](=C2C=C1)CCC 5-ethyl-1-propyl-5-azaindolium iodide